6-(4-(4-fluorophenyl)-1-(3,3,3-trifluoro-2-hydroxy-propyl)-1H-imidazol-5-yl)imidazo[1,2-a]pyridine-3-carboxamide FC1=CC=C(C=C1)C=1N=CN(C1C=1C=CC=2N(C1)C(=CN2)C(=O)N)CC(C(F)(F)F)O